2-(4-(6-((4-cyano-2-fluorobenzyl)oxy)pyridin-2-yl)-2,5-difluorobenzyl)-4-(cyclopropylethynyl)-1-(4,4-dimethyltetrahydrofuran-3-yl)-1H-benzo[d]imidazole-6-carboxylic acid C(#N)C1=CC(=C(COC2=CC=CC(=N2)C2=CC(=C(CC3=NC4=C(N3C3COCC3(C)C)C=C(C=C4C#CC4CC4)C(=O)O)C=C2F)F)C=C1)F